1-(4-{2-[(5-{[2-(4,4-difluoropiperidin-1-yl)ethyl](methyl)amino}pyridin-3-yl)amino]-4-methoxypyrimidin-5-yl}phenyl)pyrrolidin-2-one FC1(CCN(CC1)CCN(C=1C=C(C=NC1)NC1=NC=C(C(=N1)OC)C1=CC=C(C=C1)N1C(CCC1)=O)C)F